3-[3-[[(1R)-1-[3,6-Dimethyl-2-(1-methylpyrazol-4-yl)-4-oxo-chromen-8-yl]ethyl]amino]-2-pyridyl]-4H-1,2,4-oxadiazol-5-one CC1=C(OC2=C(C=C(C=C2C1=O)C)[C@@H](C)NC=1C(=NC=CC1)C1=NOC(N1)=O)C=1C=NN(C1)C